C1(CC1)NC1=C2N=CN(C2=NC=N1)[C@H]1C[C@@H]([C@@](O1)(C=C)CO)O (2R,3S,5R)-5-(6-(cyclopropylamino)-9H-purin-9-yl)-2-(hydroxymethyl)-2-vinyltetrahydrofuran-3-ol